ClC1=NC2=C(C=CC=C2C(=N1)NNC(CO)=O)OC N'-(2-chloro-8-methoxyquinazolin-4-yl)-2-hydroxyacetohydrazide